CC1CNC2=C(O1)N=CC(=C2C)NC2=C(C(NC=C2)=O)C(=O)NC2=CC(=C(C=C2)N2CCN(CC2)CC)F 4-((3,8-dimethyl-2,3-dihydro-1H-pyrido[2,3-b][1,4]oxazin-7-yl)amino)-N-(4-(4-ethylpiperazin-1-yl)-3-fluorophenyl)-2-oxo-1,2-dihydropyridine-3-carboxamide